C(C)OC(=O)C=1N=C2C(=CC(=C3C2=C(C1)C=N3)NC(C(F)(F)F)=O)N 6-Amino-8-trifluoroacetamidopyrrolo[4,3,2-de]quinoline-4-carboxylic acid ethyl ester